(2S,3S)-2-amino-3-(((2S,3S)-2-amino-3-methylpentanamido)methyl)-6-boronohexanoic acid N[C@H](C(=O)O)[C@@H](CCCB(O)O)CNC([C@H]([C@H](CC)C)N)=O